C(C)(C)OC1=C(N=CC=2N1N=C(N2)NC2CN(CC2C)C(=O)OC(C)(C)C)C=2C=NNC2 Tert-butyl 3-((5-isopropoxy-6-(1H-pyrazol-4-yl)-[1,2,4]triazolo[1,5-a]pyrazin-2-yl) amino)-4-methylpyrrolidine-1-carboxylate